6-(methylsulfonyl)benzo[d]oxazol CS(=O)(=O)C1=CC2=C(N=CO2)C=C1